ClC=1C=CC=C2C=C(C(=NC12)C1=CC=C(OCCOC2CC(C2)C(=O)O)C=C1)OC 3-[2-[4-(8-chloro-3-methoxy-2-quinolinyl)phenoxy]ethoxy]cyclobutanecarboxylic acid